ethyl 3-(5-nitro-2-{[(cis)-3-hydroxy-3-methylcyclobutyl]amino}-3-(trifluoromethyl)phenyl)propanoate [N+](=O)([O-])C=1C=C(C(=C(C1)CCC(=O)OCC)NC1CC(C1)(C)O)C(F)(F)F